NC=1C=NN(C1N)CCOC 4,5-diamino-1-(methoxyethyl)pyrazole